diethyl-(2,6-di-t-butyl-4-methylphenol) aluminum [Al].C(C)C=1C(=C(C(=C(C1C(C)(C)C)O)C(C)(C)C)CC)C